1-((2-Bromopyridin-3-yl)methyl)-N-((1,2,3,5,6,7-hexahydro-s-indacen-4-yl)carbamoyl)azetidine-3-sulfonamide, Potassium Salt [K].BrC1=NC=CC=C1CN1CC(C1)S(=O)(=O)NC(NC1=C2CCCC2=CC=2CCCC12)=O